The molecule is a member of indoles, a member of pyrroles and a member of maleimides. It has a role as a metabolite. CN1C=NC=C1C2=C(C(=O)NC2=O)C3=CNC4=CC=CC=C43